(1R,10S)-6-benzyloxy-N-[(2,4-difluorophenyl)methyl]-13-hydroxy-10,13-dimethyl-5,8-dioxo-2,9-diazatricyclo[7.4.1.02,7]tetradec-3,6-diene-4-carboxamide C(C1=CC=CC=C1)OC=1C(C(=CN2[C@H]3C(CC[C@@H](N(C(C12)=O)C3)C)(C)O)C(=O)NCC3=C(C=C(C=C3)F)F)=O